N-(pyridazin-3-ylmethyl)-8-(4-(trifluoromethyl)cyclohex-1-en-1-yl)quinoline-3-carboxamide methyl-7-bromo-2-(1-tert-butoxycarbonyl-3,6-dihydro-2H-pyridin-5-yl)-1H-indole-5-carboxylate COC(=O)C=1C=C2C=C(NC2=C(C1)Br)C1=CCCN(C1)C(=O)OC(C)(C)C.N1=NC(=CC=C1)CNC(=O)C=1C=NC2=C(C=CC=C2C1)C1=CCC(CC1)C(F)(F)F